S1C(=NC2=C1C=CC=C2)NC2=C(C=C(N=N2)N(C=2SC=C(N2)C(=O)OCC)CCCO)C ethyl 2-({6-[(1,3-benzothiazol-2-yl)amino]-5-methylpyridazin-3-yl}(3-hydroxypropyl)amino)-1,3-thiazole-4-carboxylate